C(CCC(C)C)OC(CCC1CC(CC(C1)CCC(=O)OCCCC(C)C)CCC(=O)OCCCC(C)C)=O tri(isohexyl)cyclohexane-1,3,5-tripropionate